4-[(3-methanesulfonylpyridin-2-yl)amino]-N-(2H3)methyl-6-[(1R)-spiro[2.2]pentane-1-amido]pyridazine-3-carboxamide CS(=O)(=O)C=1C(=NC=CC1)NC1=C(N=NC(=C1)NC(=O)[C@@H]1CC12CC2)C(=O)NC([2H])([2H])[2H]